C1(CC1)C=1C(=NC=CC1)OC 3-cyclopropyl-2-methoxypyridine